((1S,4R)-4-(2-amino-6-chloro-9H-purin-9-yl) cyclopent-2-en-1-yl) methylphosphite hydrochloride Cl.CP(O[C@@H]1C=C[C@@H](C1)N1C2=NC(=NC(=C2N=C1)Cl)N)(O)O